IC=1C=C(C(=O)N)C=C(C1)C=1N=NC=NN1 3-Iodo-5-(1,2,4,5-tetrazin-3-yl)benzamide